2-[[1-[(2-Chlorophenyl)methyl]-5-[3-(cyclobutylmethoxy)phenyl]pyrazol-3-yl]methoxy]-2-methyl-propanoic acid ClC1=C(C=CC=C1)CN1N=C(C=C1C1=CC(=CC=C1)OCC1CCC1)COC(C(=O)O)(C)C